C(=O)O.CN1N=C2C=C(C(=CC2=C1)NC(=O)N1CCC=2C1=NC=CC2N2CCN(CC2)C(=O)OC(C)(C)C)C tert-butyl 4-(1-((2,6-dimethyl-2H-indazol-5-yl)carbamoyl)-2,3-dihydro-1H-pyrrolo[2,3-b]pyridin-4-yl)piperazine-1-carboxylate formate